ClC1=CC=C(S1)C1=C(C(=O)OC)C=C(C=C1)NC(=O)C1(CC1)C1=C(C=C(C=C1)C(F)(F)F)F Methyl 2-(5-chloro-2-thienyl)-5-[({1-[2-fluoro-4-(trifluoromethyl) phenyl]cyclopropyl}carbonyl) amino]benzoate